C1(=CC(=CC=C1)CC=1C(=O)NC(C1)=O)CC=1C(=O)NC(C1)=O m-phenylenebis(methylene)bismaleimide